5,7-dichloro-4-oxo-1-(1,3-thiazol-2-yl)-1,4-dihydro-1,8-naphthyridine-3-carboxylic acid ethyl ester C(C)OC(=O)C1=CN(C2=NC(=CC(=C2C1=O)Cl)Cl)C=1SC=CN1